Hydroxy-methylsulfid OCSCO